C(CCC)OC(C(O)C)=O lactic acid butylester